6-[(5-amino-1,2,4-thiadiazol-3-yl)methyl]-2-azaspiro[3.3]heptane-2-carboxylic acid tert-butyl ester C(C)(C)(C)OC(=O)N1CC2(C1)CC(C2)CC2=NSC(=N2)N